O(C1=CC=CC=C1)CC(=O)[O-] phenoxyacetic acid anion